2,4-bis(4-methoxyphenyl)-dithiadiphosphetane-2,4-disulfide COC1=CC=C(C=C1)S1(SP(P1)(C1=CC=C(C=C1)OC)=S)=S